3-(6-Chloropyridin-3-yl)-5-(2,3-dihydro-1H-inden-4-yl)-6-methoxy-1-(4-methoxybenzyl)-1H-pyrazolo[4,3-b]pyridine ClC1=CC=C(C=N1)C1=NN(C=2C1=NC(=C(C2)OC)C2=C1CCCC1=CC=C2)CC2=CC=C(C=C2)OC